1,3-Dimethylazetidin-3-yl(8-amino-7-fluoro-6-(8-methyl-2,3-dihydro-1H-pyrido[2,3-b][1,4]oxazin-7-yl)isoquinolin-3-yl)carbamate CN1CC(C1)(C)N(C([O-])=O)C=1N=CC2=C(C(=C(C=C2C1)C1=C(C2=C(OCCN2)N=C1)C)F)N